C(C)(C)(C)OC(=O)N1C(C(CCC1)(F)F)N1CC(C1)C1=CC=CC=2N(C(N(C21)C)=O)C2C(NC(CC2)=O)=O [3-[1-(2,6-dioxo-3-piperidinyl)-3-methyl-2-oxo-benzoimidazol-4-yl]azetidin-1-yl]-3,3-difluoro-piperidine-1-carboxylic acid tert-butyl ester